1-(3-aminopiperidin-3-yl)-2,2-difluoroethan-1-ol NC1(CNCCC1)C(C(F)F)O